(3-(3-(6-bromo-7-(((S)-1-(ethylsulfonyl)pyrrolidin-3-yl)amino)-1H-imidazo[4,5-b]pyridin-2-yl)-2,5-dimethyl-1H-pyrrol-1-yl)-4-methylphenyl)-3-(dimethylamino)propanamide BrC=1C(=C2C(=NC1)N=C(N2)C2=C(N(C(=C2)C)C=2C=C(C=CC2C)C(C(=O)N)CN(C)C)C)N[C@@H]2CN(CC2)S(=O)(=O)CC